2,2-dimethyl succinate CC(C)(CC(=O)O)C(=O)O